6-ETHYL-3-FORMYLCHROMONE C(C)C=1C=C2C(C(=COC2=CC1)C=O)=O